2-[3-[(2-hexyldodecyl)oxy]-2-(sulfooxy)propyl]-3,4-dihydroisoquinolinium C(CCCCC)C(COCC(C[N+]1=CC2=CC=CC=C2CC1)OS(=O)(=O)O)CCCCCCCCCC